1-(Benzyloxy)-5,7,8,9-tetrahydro-6H-benzo[7]annulen-6-one C(C1=CC=CC=C1)OC1=CC=CC2=C1CCCC(C2)=O